C(C)(C)(C)OC(=O)C1=C(C(=C(S1)C=1C=C(N(C)C2CCN(CC2)C(=O)OC(C)(C)C)C=CC1)Cl)OCC(=O)OCC tert-butyl 4-[3-[5-tert-butoxycarbonyl-3-chloro-4-(2-ethoxy-2-oxo-ethoxy)-2-thienyl]-N-methyl-anilino]piperidine-1-carboxylate